FC1=C(C=C(C(=C1)O)[N+](=O)[O-])C1=C(C(=C(C=C1F)F)F)F 2,2',3',4',6'-pentafluoro-5-nitro-[1,1'-biphenyl]-4-ol